ClC=1N=CC=NC1 (RS)-5-Chloro-pyrazin